OC1=C(C(=O)O)C=C(C=C1)OCC=1C=NC(=NC1)C1=NC(=CC=C1)OCC1=CC=C(C=C1)C(F)(F)F 2-Hydroxy-5-((2-(6-((4-(trifluoromethyl)benzyl)oxy)pyridin-2-yl)pyrimidin-5-yl)methoxy)benzoic acid